C(C)O\C(=C/OC1=CC=C(C=C1)CN1N=CC(=C1)C(=O)OCC)\C(F)(F)F Ethyl 1-[[4-[[(1Z)-2-ethoxy-3,3,3-trifluoro-1-propen-1-yl]oxy]phenyl]methyl]-1H-pyrazole-4-carboxylate